ClC1=CC(=C(S1)C1=NC=C(C(=N1)C)O[C@@H]1C[C@H](CCC1)C(=O)[O-])/C=N/O (1S,3S)-3-((2-(5-Chloro-3-((E)-(hydroxyimino)methyl)thiophen-2-yl)-4-methylpyrimidin-5-yl)oxy)cyclohexane-1-carboxylate